(S)-1-(2,6-dichloro-4-(2-(4-(3-chloropropoxy)phenyl)propan-2-yl)phenoxy)-3-(ethylsulfonyl)propan-2-ol ClC1=C(OC[C@@H](CS(=O)(=O)CC)O)C(=CC(=C1)C(C)(C)C1=CC=C(C=C1)OCCCCl)Cl